1H-pyrrolo[2,3-d]pyrimidine-2,4-dione N1C(NC(C2=C1NC=C2)=O)=O